t-butyl-peroxy-cumene C(C)(C)(C)OOC1=C(C=CC=C1)C(C)C